3-((3r,5r,7r)-adamantan-1-yl)-5-methyl-2'-(pyridin-2-yl)-[1,1'-biphenyl] C12(CC3CC(CC(C1)C3)C2)C=2C=C(C=C(C2)C)C2=C(C=CC=C2)C2=NC=CC=C2